C(CCCCC)OC(C[C@@H]1COC([C@@H]1CC)=O)=O (3S,4R)-4-ethyl-5-oxo-tetrahydrofuran-3-acetic acid hexyl ester